BrC=1C=C2C(=C(C=NC2=CC1)N(C(OC(C)(C)C)=O)C)C tert-butyl N-(6-bromo-4-methylquinolin-3-yl)-N-methylcarbamate